5-((5-(6-(((1R,3S)-3-aminocyclopentyl)oxy)-3-chloro-2-methoxyphenyl)-1H-pyrazol-3-yl)amino)pyrazine-2-carbonitrile N[C@@H]1C[C@@H](CC1)OC1=CC=C(C(=C1C1=CC(=NN1)NC=1N=CC(=NC1)C#N)OC)Cl